ClC1=CC=C(C=C1)[C@@]1(N(C(C2=CC(=CC(=C12)F)C(C)(C1CCOCC1)O)=O)CC1=NC=C(C=C1)Cl)OCC1(CC1)C(=O)N 1-({[(1R)-1-(4-chlorophenyl)-2-[(5-chloropyridin-2-yl)methyl]-7-fluoro-5-[1-hydroxy-1-(oxan-4-yl)ethyl]-3-oxo-2,3-dihydro-1H-isoindol-1-yl]oxy}methyl)cyclopropane-1-carboxamide